benzyl (S)-6-(4-(methoxycarbonyl) phenyl)-3,6-dihydro-[4,4'-bipyridine]-1(2H)-carboxylate COC(=O)C1=CC=C(C=C1)[C@@H]1C=C(CCN1C(=O)OCC1=CC=CC=C1)C1=CC=NC=C1